tert-Butyl 4-(7-chloro-6-(4-chlorophenyl)quinazolin-4-yl)-2-cyanopiperazine-1-carboxylate ClC1=C(C=C2C(=NC=NC2=C1)N1CC(N(CC1)C(=O)OC(C)(C)C)C#N)C1=CC=C(C=C1)Cl